OC1=C(C=O)C(=CC(=C1)C(C)=O)C(C)=O 2-hydroxy-4,6-diacetylbenzaldehyde